Ethyl 3-amino-7-bromobenzo[b]thiophene-2-carboxylate NC=1C2=C(SC1C(=O)OCC)C(=CC=C2)Br